C1([C@H](O)[C@@H](O)[C@H](O)[C@H](O1)CO)OCC=1C(=NC(NC1)=O)N 5-(D-glucosyl)oxymethyl-cytosine